COC1=CC=C(CNC=2C=3N(C4=CC(=C(C=C4N2)C(F)(F)F)C(=O)O)C=NC3)C=C1 4-((4-methoxybenzyl)amino)-7-trifluoromethylimidazo[1,5-a]quinoxalin-8-carboxylic acid